5-ethenylpyridin-2-amine C(=C)C=1C=CC(=NC1)N